trans-N-(4-aminocyclohexyl)-5-chlorobenzofuran-2-carboxamide trifluoroacetate salt FC(C(=O)O)(F)F.N[C@@H]1CC[C@H](CC1)NC(=O)C=1OC2=C(C1)C=C(C=C2)Cl